3-((5-(5-(difluoromethyl)-1,3,4-oxadiazole-2-yl)pyridine-2-yl)methyl)-6-(furan-3-yl)-1-methylquinazoline-2,4(1H,3H)-dione FC(C1=NN=C(O1)C=1C=CC(=NC1)CN1C(N(C2=CC=C(C=C2C1=O)C1=COC=C1)C)=O)F